(7R)-8-[2-(dimethylamino)ethyl]-7-(methoxymethyl)-2-(2-methylthiazol-5-yl)-N-((3R)-2,3,4,9-tetrahydro-1H-carbazol-3-yl)-6,7-dihydropyrimido[5,4-b][1,4]oxazin-4-amine CN(CCN1C2=C(OC[C@H]1COC)C(=NC(=N2)C2=CN=C(S2)C)N[C@@H]2CCC=1NC3=CC=CC=C3C1C2)C